CC(C)NC(=O)OC1CC(CC1)C1=NNC(=C1C)NC=1C=CC2=C(CCS2(=O)=O)C1 3-{5-[(1,1-dioxo-2,3-dihydro-1λ6-benzothiophen-5-yl)amino]-4-methyl-1H-pyrazol-3-yl}cyclopentyl (prop-2-ylamino)methanoate